6-chloropyridine-2-carbonitrile ClC1=CC=CC(=N1)C#N